FC(OC1=NC=CC(=C1)CNC(=O)NC1C[C@H]([C@H](C1)F)F)F |r| 1-[[2-(difluoro-methoxy)pyridin-4-yl]methyl]-3-[rac-(3R,4S)-3,4-difluorocyclopentyl]urea